S1OCCN2[C@H]1CC2=O oxa-cepham